C[Si](OCC#C)(C)C 3-Trimethylsiloxy-1-propyne